3-(2,6-difluoro-4-(3-(piperazin-1-yl)azetidine-1-yl)phenyl)piperidine-2,6-dione FC1=C(C(=CC(=C1)N1CC(C1)N1CCNCC1)F)C1C(NC(CC1)=O)=O